(5-(1,4-dimethyl-1H-1,2,3-triazol-5-yl)pyridin-2-yl)ammonia CN1N=NC(=C1C=1C=CC(=NC1)N)C